BrC1=CC(=C2C(COCC2=C1)=O)F 7-bromo-5-fluoroisochroman-4-one